pentylthiophene-2,5-dicarboxamide C(CCCC)C1=C(SC(=C1)C(=O)N)C(=O)N